Methyl 2-{[(3aS,4R,6aR)-4-[(6-bromo-3-pyridazinyl)amino]hexahydrocyclopenta[c]pyrrol-2(1H)-yl]carbonyl}-6,7-dihydrothieno[3,2-c]pyridine-5(4H)-carboxylate BrC1=CC=C(N=N1)N[C@@H]1CC[C@H]2CN(C[C@H]21)C(=O)C2=CC=1CN(CCC1S2)C(=O)OC